C(C)N(S(=O)(=O)NC=1C(=C(C(=O)C=2C=C3C(NC=NC3=CC2)=O)C(=CC1)F)F)C 6-[3-[[ethyl(methyl)sulfamoyl]amino]-2,6-difluoro-benzoyl]-4-oxo-quinazoline